SC1=CC=C(C=C1)CC[Si](OC)(OC)OC 1-mercapto-4-trimethoxysilylethyl-benzene